The molecule is a steroid glucosiduronic acid that consists of 17beta-estradiol having a beta-glucuronyl residue attached at position 3 via a glycosidic linkage. It has a role as a human metabolite and a mouse metabolite. It is a 17beta-hydroxy steroid, a beta-D-glucosiduronic acid and a steroid glucosiduronic acid. It derives from a 17beta-estradiol. It is a conjugate acid of a 17beta-estradiol 3-O-(beta-D-glucuronide)(1-). C[C@]12CC[C@H]3[C@H]([C@@H]1CC[C@@H]2O)CCC4=C3C=CC(=C4)O[C@H]5[C@@H]([C@H]([C@@H]([C@H](O5)C(=O)O)O)O)O